C[Si]1(O[Si](O[Si](O[Si](O1)(CCC(F)(F)F)C)(CCC(F)(F)F)C)(CCC(F)(F)F)C)CCC(F)(F)F 2,4,6,8-tetramethyl-2,4,6,8-tetra(3,3,3-trifluoropropyl)cyclotetrasiloxane